C(C)(C)(C)OC(CCCCCCC(=O)NC1=CC=C(C=C1)N(C)C(=O)OC(C)(C)C)=O.C(C)(C)(CC)O[SiH](NC(C)(C)C)OC(C)(C)CC di-tert-pentoxy(tert-butylamino)silane tert-Butyl-8-((4-((tert-butoxycarbonyl)(methyl)amino)phenyl)amino)-8-oxooctanoate